(2S)-2-[9H-fluoren-9-ylmethoxycarbonyl(methyl)amino]-3-isopentyloxy-propanoic acid C1=CC=CC=2C3=CC=CC=C3C(C12)COC(=O)N([C@H](C(=O)O)COCCC(C)C)C